N-[5-(3,6-dihydro-2H-pyran-4-yl)-4-fluoro-2-(4-methylpiperazin-1-yl)phenyl]-6-oxo-4-(trifluoromethyl)-1H-pyridine-3-carboxamide O1CCC(=CC1)C=1C(=CC(=C(C1)NC(=O)C1=CNC(C=C1C(F)(F)F)=O)N1CCN(CC1)C)F